N-((1r,4r)-4-(3-chloro-4-cyano-2-methylphenoxy)cyclohexyl)-6-(4-(hydroxymethyl)piperidin-1-yl)pyridazine-3-carboxamide ClC=1C(=C(OC2CCC(CC2)NC(=O)C=2N=NC(=CC2)N2CCC(CC2)CO)C=CC1C#N)C